N1N=NN=C1C1=C(C=CC=C1)C1=NC(=CC(=C1)NC(CC1=CC=C(C=C1)C)=O)N1CCN(CCC1)C(C)=O N-(2-(2-(1H-tetrazol-5-yl)phenyl)-6-(4-acetyl-1,4-diazepan-1-yl)pyridin-4-yl)-2-(p-tolyl)acetamide